C(C)(C)(C)OC(=O)N1C(=CC=2C=NC(=CC21)CNC(=O)C=2N=C1N(C(C2)=O)C=CC=C1)C(OCC)OCC 2-(diethoxymethyl)-6-[[(4-oxopyrido[1,2-a]pyrimidine-2-carbonyl)amino]methyl]pyrrolo[3,2-c]pyridine-1-carboxylic acid tert-butyl ester